1-dipropylamino-disiloxane C(CC)N([SiH2]O[SiH3])CCC